(S)-2-((2-(4-cyanophenyl)-propyl)amino)-N-(6-methyl-5-(1-methyl-1H-pyrazol-4-yl)-pyridin-2-yl)-2-phenylacetamide C(#N)C1=CC=C(C=C1)C(CN[C@H](C(=O)NC1=NC(=C(C=C1)C=1C=NN(C1)C)C)C1=CC=CC=C1)C